tert-butyl (3R)-3-phenylpiperazine-1-carboxylate C1(=CC=CC=C1)[C@@H]1CN(CCN1)C(=O)OC(C)(C)C